[2-[(dimethylamino)methyl]morpholin-4-yl]-[4-[[3-(3-fluoro-4-methoxy-phenyl)imidazo[1,2-a]pyrazin-8-yl]amino]-2-methylphenyl]methanone CN(C)CC1CN(CCO1)C(=O)C1=C(C=C(C=C1)NC=1C=2N(C=CN1)C(=CN2)C2=CC(=C(C=C2)OC)F)C